NC1=NC(=C(C=2C1=NN(N2)CC2=NN(C=C2)C)C2=NC=NC=C2)C=2C=C(C#N)C=CC2 3-(4-amino-2-((1-methyl-1H-pyrazol-3-yl)methyl)-7-(pyrimidin-4-yl)-2H-[1,2,3]triazolo[4,5-c]pyridin-6-yl)benzonitrile